CC1=C(OC2=CN=C(C=C21)NC2=C(C=C(C=C2)N2CCN(CC2)CC)[N+](=O)[O-])C(=O)O methyl-5-(4-(4-ethylpiperazin-1-yl)-2-nitrophenylamino)furo[2,3-c]pyridine-2-carboxylic acid